CC1(OC2=C(NC1=O)C=CC=C2)C 2,2-Dimethyl-4H-benzo[1,4]oxazin-3-one